Water radon [Rn].O